4-oxo-2-(trifluoromethyl)-4H-pyrido[1,2-a]pyrimidine-8-carbonitrile O=C1C=C(N=C2N1C=CC(=C2)C#N)C(F)(F)F